N'-dodecyl-1,3-diaminopropane C(CCCCCCCCCCC)NCCCN